2-(formylamino)-N1-(5-phospho-beta-D-ribosyl)acetamidine C(=O)NCC(=N)N[C@H]1[C@H](O)[C@H](O)[C@H](O1)COP(=O)(O)O